2,6,6-trimethyl-cyclohexene CC1=CC(CCC1)(C)C